(3,3-difluorocyclobutyl)-[(5S,7S)-7-fluoro-5-phenyl-6,7-dihydro-5H-pyrrolo[1,2-b][1,2,4]triazol-2-yl]methanone FC1(CC(C1)C(=O)C=1N=C2N(N1)[C@@H](C[C@@H]2F)C2=CC=CC=C2)F